carbonylsulphide C(=O)=S